BrCC(=O)C1=C(C2=C(OCCO2)C(=C1)OC)OC 2-bromo-1-(5,8-dimethoxy-2,3-dihydrobenzo[b][1,4]dioxin-6-yl)ethanone